(5-methyl-2-((1-methyl-1H-pyrazol-3-yl)amino)pyrimidin-4-yl)benzoic acid methyl ester COC(C1=C(C=CC=C1)C1=NC(=NC=C1C)NC1=NN(C=C1)C)=O